C(CCC)NC(=O)NS(=O)(=O)C=1C=NC=CC1NC1=CC(=CC=C1)C 1-butyl-3-[[4-[(3-methylphenyl)amino]pyridin-3-yl]sulfonyl]urea